tert-butyl N-(4-bromoisoxazol-3-yl)-N-tert-butoxycarbonyl-carbamate BrC=1C(=NOC1)N(C(OC(C)(C)C)=O)C(=O)OC(C)(C)C